C(C=C)(=O)OCCN1C(N(C(N(C1=O)CCOC(C=C)=O)=O)CCOC(C=C)=O)=O tris-(2-acryloxyethyl)isocyanuric acid